CC1CNC2C(O1)CC=1C=C(C=CC12)C(F)(F)F methyl-7-(trifluoromethyl)-2,3,4,4a,9,9a-hexahydroindeno[2,1-b][1,4]oxazine